S1CCCN2[C@H]1CC2=O CePham